OC1(CCN(CC12CCCC2)C(=O)N2[C@@H](CN(CC2)C(=O)OC(C)(C)C)C2=CC=CC=C2)CN2CC=1N(CC2=O)C=CN1 tert-butyl (3R)-4-(10-hydroxy-10-((6-oxo-5,6-dihydroimidazo[1,2-a]pyrazin-7(8H)-yl)methyl)-7-azaspiro[4.5]decane-7-carbonyl)-3-phenylpiperazine-1-carboxylate